C(C1=CC=CC=C1)OC(=O)N1OC(C(N2C1CN(C([C@@H](C2)CCC(=O)O)=O)C)=O)(C)C 3-((7R)-1-((benzyloxy)carbonyl)-3,3,9-trimethyl-4,8-dioxooctahydro-1H-[1,2,4]oxadiazino[4,3-a][1,4]diazepin-7-yl)propanoic acid